NCCC(O)C1=NC=CC=C1 3-amino-1-(pyridin-2-yl)-1-propanol